N1(CCCC1)C1=CC=C(C=O)C=C1 4-(1-pyrrolidinyl)benzaldehyde